NC1=NC=C(C2=C1C(=NN2C)C2=CC(=C(C=C2)NS(=O)(=O)C(F)F)OCC=2SC=CN2)C=2C=NN(C2)C2CCOCC2 N-(4-(4-amino-1-methyl-7-(1-(tetrahydro-2H-pyran-4-yl)-1H-pyrazol-4-yl)-1H-pyrazolo[4,3-c]pyridin-3-yl)-2-(thiazol-2-ylmethoxy)phenyl)-1,1-difluoromethane-sulfonamide